O=C1N(CCC1)C1=C(C=O)C=CC=C1OC1CCOCC1 2-(2-oxopyrrolidin-1-yl)-3-((tetrahydro-2H-pyran-4-yl)oxy)benzaldehyde